C(C1=CC=CC=C1)OC1=C(N(C=C(C1=O)C(NCC1=C(C=C(C=C1F)F)F)=O)NC(=O)OC(C)(C)C)C(=O)OC methyl 3-(benzyloxy)-1-((tert-butoxycarbonyl) amino)-4-oxo-5-((2,4,6-trifluorobenzyl) carbamoyl)-1,4-dihydropyridine-2-carboxylate